C(C)(C)(C)OOCC(C(CC(C)(C)C)C)=O T-butylperoxy-3,5,5-trimethylhexanone